FC=1C=CC(=NC1)N1C(N([C@H](C1)C#N)C1=CN=CC2=CC=CC=C12)=O (R)-1-(5-fluoropyridin-2-yl)-3-(isoquinolin-4-yl)-2-oxoimidazoline-4-carbonitrile